C(#C)C1CCC(CC1)(F)F 4-ethynyl-1,1-difluorocyclohexane